O[C@H]1[C@H](COC1)N(CCCCCCCC(=O)N(CCCCCCCCCC)CCCCCCCCCC)CCCCCCCC(=O)N(CCCCCCCCCC)CCCCCCCCCC 8,8'-(((3S,4S)-4-hydroxytetrahydro-furan-3-yl)azanedi-yl)bis(N,N-didec-yloctanamide)